O1CCN(CC1)C1=NC(=CC(=N1)B(O)O)Cl 2-MORPHOLINO-6-CHLOROPYRIMIDINE-4-BORONIC ACID